FC1=C(C=CC(=C1)F)C(CN1N=CN=C1)(C)O 2-(2,4-difluorophenyl)-1-(1H-1,2,4-triazol-1-yl)propan-2-ol